CS(=O)C=1C=C(C=CC1)B(O)O (3-(methylsulfinyl)phenyl)boronic acid